[Cl-].OC(C[N+](C)(C)C)COC(C=C)=O [2-hydroxy-3-[(1-oxo-allyl)oxy]propyl]trimethyl-ammonium chloride